CN1N=CC(=C1)C=1C=C2C=C(N=CC2=CC1)NC(OC1CN(C1)C)=O 1-methylazetidin-3-yl (6-(1-methyl-1H-pyrazol-4-yl)isoquinolin-3-yl)carbamate